C(\C=C\C1=CC=C(C=C1)O)C(C(=O)O)(O)C(O)C(=O)O coumaryl-tartaric acid